FC1=C(C=C(C=C1)OC1=CC(=CC=C1)F)[C@@H]1NOCC1 (R)-3-(2-fluoro-5-(3-fluorophenoxy)phenyl)isoxazolidine